ClC1([C@H]([C@@H]1C1=CC=C(C=C1)OC)C=1C=C(C=CC1)S(F)(F)(F)(F)F)Cl trans-(3-(2,2-dichloro-3-(4-methoxyphenyl)cyclopropyl)phenyl)pentafluoro-λ6-sulfane